((4R,5R)-5-(2-fluorophenyl)-2-methyl-1,3-dioxolan-4-yl)methyl sulfamate S(N)(OC[C@H]1OC(O[C@@H]1C1=C(C=CC=C1)F)C)(=O)=O